C(C)OC(=O)C=1OC2=C(C1C)C=C(C=C2)S(N(CCC2=CC=CC=C2)C2=CC=C(C=C2)CC2=CC=CC=C2)(=O)=O 3-Methyl-5-(N-(4-benzyl-phenyl)-N-phenethylsulfamoyl)benzofuran-2-carboxylic acid ethyl ester